COC[C@H]1C[C@@H](CN1)N1N=CC=2C1=NC=NC2N 1-((3S,5R)-5-(methoxymethyl)pyrrolidin-3-yl)-1H-pyrazolo[3,4-d]pyrimidin-4-amine